NCCNCCC[Si](OC)(OC)OC N-(beta-aminoethyl)gamma-aminopropyltrimethoxy-silane